COC1=C(\C=C/2\ON(OS2)CCCCCCC(=O)O)C=CC(=C1)OC (Z)-7-(5-(2,4-dimethoxybenzylidene)-2,4-dioxathiazolidin-3-yl)heptanoic acid